((R)-1-((R)-2-(2,5-dioxopyrrolidin-1-yl)-3-methoxypropanamido)-4-phenyl-butyl)boronic acid O=C1N(C(CC1)=O)[C@@H](C(=O)N[C@@H](CCCC1=CC=CC=C1)B(O)O)COC